FC1=CC=C(C(=O)[C@]2(C(O)=C(O)C(O2)=O)[C@H](CO)O)C=C1 4-fluorobenzoyl-vitamin C